6-((3,4-difluorobenzyl)amino)-9H-purin FC=1C=C(CNC2=C3N=CNC3=NC=N2)C=CC1F